NC1=C(C=C(C=C1)NS(=O)(=O)CCO[Si](C)(C)C(C)(C)C)N1CCC2(CC2)CC1 N-(4-amino-3-(6-azaspiro[2.5]octane-6-yl)phenyl)-2-(tert-butyldimethylsilyloxy)ethane-1-sulfonamide